(R)-N-(7-chloro-6-(1-((3S,4S)-4-hydroxy-3-methyltetrahydrofuran-3-yl)piperidin-4-yl)isoquinolin-3-yl)-2,2-dimethyltetrahydro-2H-pyran-4-carboxamide ClC1=C(C=C2C=C(N=CC2=C1)NC(=O)[C@H]1CC(OCC1)(C)C)C1CCN(CC1)[C@]1(COC[C@H]1O)C